Cl.S1C2=C(C=C1)C(=CC=C2)NC2CCNCC2 N-(benzo[b]thiophen-4-yl)piperidin-4-amine hydrochloride